2-cyclopropyl-1-(3-fluoro-4-(2-methoxyethoxy) phenyl)-2-thiocyanoethyl ketone C1(CC1)C(C(C1=CC(=C(C=C1)OCCOC)F)C(=O)C(C(C1CC1)SC#N)C1=CC(=C(C=C1)OCCOC)F)SC#N